ClC1=C(C(=C(C=C1OC)OC)Cl)C1=NC(=C2C=C(N=CC2=C1)N[C@@H]1COCC[C@@H]1NC(C=C)=O)NC1CC(CC1)(F)F N-((3S,4S)-3-((7-(2,6-dichloro-3,5-dimethoxyphenyl)-5-((3,3-difluorocyclopentyl)amino)-2,6-naphthyridin-3-yl)amino)tetrahydro-2H-pyran-4-yl)acrylamide